6-(2-Aminoethyl)-7-chloro-2,4-dimethyl-2-(1,4-dioxaspiro[4.5]dec-8-yl)-2,3-dihydrobenzofuran-5-carboxylic acid NCCC1=C(C2=C(CC(O2)(C2CCC3(OCCO3)CC2)C)C(=C1C(=O)O)C)Cl